FC1=CC=C2C(=CC=NC2=C1)NC1=CC(=CC(=C1)N1N=CC=C1)OC 7-Fluoro-N-(3-Methoxy-5-(1H-pyrazol-1-yl)phenyl)quinolin-4-amine